C1(O)=C(O)C(=CC=C1)S catechol-thiol